dimethylfluorenyl-[phenyl-(biphenylyl)triazinyl]biphenyl 5-azaspiro[3.4]octane-5-carboxylate C1CCC12N(CCC2)C(=O)O.CC=2C(=C(C(=C(C2)C2=CC=CC=C2)C2=NN=NC(=C2C2=C(C=CC=C2)C2=CC=CC=C2)C2=CC=CC=C2)C2=CC=CC=1C3=CC=CC=C3CC21)C